ClC=1C=C2C(=NC1C1=CC=C(C=C1)C1=CC=C(C=C1)CNCCOCCO)N=C(N2)OC=2C=CC(=C(C(=O)O)C2)C 5-((6-chloro-5-(4'-(((2-(2-hydroxyethoxy)ethyl)amino)methyl)-[1,1'-biphenyl]-4-yl)-1H-imidazo[4,5-b]pyridin-2-yl)oxy)-2-methylbenzoic acid